ClC1=C(CNS(=O)(=O)C2=CC(=C(C3=CC=CC=C23)O)C(=O)O)C=CC=C1 4-(N-(2-Chlorobenzyl)sulfamoyl)-1-hydroxy-2-naphthoic acid